C(CCC=C)C(CO)(CO)CCCC=C 2,2-Di(pent-4-enyl)-propane-1,3-diol